C1(=CC=CC=C1)[S+](C=1SC=CC1)C1=CC=CC=C1 Diphenyl-2-thiophenylsulfonium